2-((2-ethyl-5-(4-(2-(3-hydroxyazetidin-1-yl)-2-oxoethyl)piperazin-1-yl)furo[2,3-b]pyridin-3-yl)(methyl)amino)-4-(4-fluorophenyl)thiazole-5-carbonitrile C(C)C1=C(C=2C(=NC=C(C2)N2CCN(CC2)CC(=O)N2CC(C2)O)O1)N(C=1SC(=C(N1)C1=CC=C(C=C1)F)C#N)C